OCCCN1N=NC(=C1)COC1=CC=C(C=C1)N1C(N(CC1)C1C(N(C(CC1)=O)C(=O)OC(C)(C)C)=O)=O Tert-Butyl 3-(3-(4-((1-(3-hydroxypropyl)-1H-1,2,3-triazol-4-yl)methoxy)phenyl)-2-oxoimidazolidin-1-yl)-2,6-dioxopiperidine-1-carboxylate